N-formyl-α-methylglycine n-butyl ester C(CCC)OC(C(NC=O)C)=O